N-(5,6-dihydro-4H-pyrrolo[3,4-d]thiazol-2-yl)-4-(6-methoxy-1H-indazol-5-yl)-6-methylnicotinamide hydrochloride Cl.S1C(=NC2=C1CNC2)NC(C2=CN=C(C=C2C=2C=C1C=NNC1=CC2OC)C)=O